tert-Butyl N-[(1R,2S)-1-[[tert-butyl(diphenyl)silyl]oxymethyl]-2-cyclopropyl-4-hydroxy-butyl]carbamate [Si](C1=CC=CC=C1)(C1=CC=CC=C1)(C(C)(C)C)OC[C@@H]([C@@H](CCO)C1CC1)NC(OC(C)(C)C)=O